BrC=1C=C(C2=CC=CC=C2C1)[B] (3-bromonaphthalen-1-yl)boron